5-fluoro-6-((6s,8r)-7-((1-fluorocyclopropyl)methyl)-8-methyl-6,7,8,9-tetrahydro-3H-pyrazolo[4,3-f]isoquinolin-6-yl)-N-(1-(3-fluoropropyl)azetidin-3-yl)pyridin-3-amine FC=1C=C(C=NC1[C@H]1N([C@@H](CC2=C3C(=CC=C12)NN=C3)C)CC3(CC3)F)NC3CN(C3)CCCF